C(C)(C)(C)OC(C(C(CCCCCO[Si](C1=CC=CC=C1)(C1=CC=CC=C1)C(C)(C)C)=O)(C)C)=O 8-((tert-butyldiphenylsilyl)oxy)-2,2-dimethyl-3-oxooctanoic acid tert-butyl ester